((3R,4R)-4-((5-fluoro-4-(isopropyl(4-(trifluoromethyl)benzyl)amino)-7H-pyrrolo[2,3-d]pyrimidin-7-yl)methyl)-3-hydroxypiperidin-1-yl)acetamide FC1=CN(C=2N=CN=C(C21)N(CC2=CC=C(C=C2)C(F)(F)F)C(C)C)C[C@@H]2[C@H](CN(CC2)CC(=O)N)O